CC1=CC=C(C=C1)C1=C(C(=NN1C1=CC=C(C=C1)F)C(F)(F)F)C#N 5-(4-methylphenyl)-1-(4-fluorophenyl)-3-trifluoromethyl-1H-pyrazole-4-carbonitrile